5-cyclobutyl-6-(3-methoxy-2-methylphenyl)-2-(1-methyl-1H-imidazol-2-yl)pyrrolo[2,1-f][1,2,4]triazin-4-ol C1(CCC1)C=1C(=CN2N=C(N=C(C21)O)C=2N(C=CN2)C)C2=C(C(=CC=C2)OC)C